O\N=C\1/C(C=2C(=CC3=C(OCO3)C2CC1)NC(C)=O)=O (Z)-N-(7-(hydroxyimino)-6-oxo-6,7,8,9-tetrahydronaphtho[1,2-d][1,3]dioxol-5-yl)acetamide